P(=S)(O)(O)OC[C@@H]1[C@H]([C@H]([C@@H](O1)N1C=NC=2C(N)=NC=NC12)O)O adenosine 5'-monothiophosphate